BrC1=CC(=C(C(=O)O)C=C1)OC[C@H]1N(CC(C1)(F)F)C(CN(C)C(CP(=O)(OCC)OCC)=O)=O (S)-4-bromo-2-((1-(N-(2-(diethoxyphosphoryl)acetyl)-N-methylglycyl)-4,4-difluoropyrrolidin-2-yl)methoxy)benzoic acid